tert-Butyl (3-((4-((3-carbamoyl-5-ethyl-6-((tetrahydro-2H-pyran-4-yl)amino)pyrazin-2-yl)amino)pyridin-2-yl)amino)propyl)carbamate C(N)(=O)C=1C(=NC(=C(N1)CC)NC1CCOCC1)NC1=CC(=NC=C1)NCCCNC(OC(C)(C)C)=O